O.O=P(O)(O)OCC([O-])C[O-].[Na+].[Na+] Sodium Glycerophosphate